C(C)N(C1=C(C=CC(=C1)NCC1=CC=C(C=C1)C(F)(F)F)NC(C(C(CCCC)F)F)=O)CC N-(2-(diethylamino)-4-((4-(trifluoromethyl)benzyl)amino)phenyl)-2,3-difluoroheptanamide